tert-butyl (5-(5-((3aS,4S,6aR)-2-oxohexahydro-1H-thieno[3,4-d]imidazol-4-yl)pentanamido)pentyl)carbamate O=C1N[C@H]2[C@@H](N1)CS[C@H]2CCCCC(=O)NCCCCCNC(OC(C)(C)C)=O